diphenyl(2-methoxyphenyl)phosphine C1(=CC=CC=C1)P(C1=C(C=CC=C1)OC)C1=CC=CC=C1